FC(C=1C(=C(C=CC1)[C@@H](C)NC=1C2=C(N=CN1)N(C(C(=C2)C2(CCSCC2)O)=O)C)F)F 4-[[(1R)-1-[3-(difluoromethyl)-2-fluoro-phenyl]ethyl]amino]-6-(4-hydroxytetrahydrothiopyran-4-yl)-8-methyl-pyrido[2,3-d]pyrimidin-7-one